CC1=CN=C(O1)CC(=O)OC methyl 2-(5-methyloxazol-2-yl)acetate